BrC1=CC(=C(C=C1)OCC(C)(C)C)Cl 4-bromo-2-chloro-1-(2,2-dimethyl-propoxy)benzene